racemic-methyl (2R,3S,5R)-2-((((1S,6R)-6-(5-fluoropyrimidin-2-yl)bicyclo[4.1.0]heptan-3-yl)oxy)methyl)-5-methyl-3-(2,2,2-trifluoroacetamido)pyrrolidine-1-carboxylate FC=1C=NC(=NC1)[C@]12CC[C@H](C[C@@H]2C1)OC[C@@H]1N([C@@H](C[C@@H]1NC(C(F)(F)F)=O)C)C(=O)OC |&1:10|